[O-2].[Y+3].[La+3].[O-2].[O-2] LANTHANUM YTTRIUM OXIDE